CC1=CC2=C(C(OCC23CC3)CNC)S1 1-(2'-methyl-5'H,7'H-spiro[cyclopropane-1,4'-thieno[2,3-c]pyran]-7'-yl)-N-methylmethylamine